Ethyl-5-formylfuran C(C)C=1OC(=CC1)C=O